7-[[6-[(dimethyl-amino)methyl]-5-tetrahydropyran-4-yl-2-pyridyl]amino]-4-imidazo[1,2-a]pyrazin-3-yl-isoindolin-1-one CN(C)CC1=C(C=CC(=N1)NC=1C=CC(=C2CNC(C12)=O)C1=CN=C2N1C=CN=C2)C2CCOCC2